C1(=CC=CC=C1)C[C@@H](C(=O)N[C@@H](CC1=CC=CC=C1)C(=O)N[C@@H](CC1=CC=C(C=C1)O)C(=O)O)S N-[(2S)-3-Phenyl-2-sulfanylpropanoyl]-L-phenylalanyl-L-tyrosine